(4-bromo-2-methoxyphenyl)-1,2-dihydro-3H-pyrazol-3-one BrC1=CC(=C(C=C1)N1NC(C=C1)=O)OC